FC12CC(C1)(C2)CNCC=2C=CC=1N(C2)C=CN1 6-[[(3-fluoro-1-bicyclo[1.1.1]pentyl)methylamino]methyl]imidazo[1,2-a]pyridine